2-(3-chloro-4-fluorophenyl)acetonitrile ClC=1C=C(C=CC1F)CC#N